BrC1=C(C=C(CNC(C(OCC)OCC)=O)C=C1)Cl N-(4-bromo-3-chlorobenzyl)-2,2-diethoxyacetamide